C(C)[Si](O[C@H]([C@@H](C)[C@@H]1CO1)CC)(CC)CC (2R,3R)-3-((2s,3s)-3-((triethylsilyl)oxy)pentan-2-yl)oxiran